6-chloro-N~2~-{5-chloro-1-[1-(3-methyloxetan-3-yl)piperidin-4-yl]-1H-pyrazol-4-yl}-N~7~-ethylquinazoline-2,7-diamine ClC=1C=C2C=NC(=NC2=CC1NCC)NC=1C=NN(C1Cl)C1CCN(CC1)C1(COC1)C